3-(cyclobutanecarboxamido)-N-(4-isopropoxypyridin-3-yl)imidazo[1,2-b]pyridazine-8-carboxamide C1(CCC1)C(=O)NC1=CN=C2N1N=CC=C2C(=O)NC=2C=NC=CC2OC(C)C